C(CCC)C=1N(C(=C(N1)SC)C(=O)[O-])CC1=CC(=C(C=C1)C1=CC=CC=C1)S(=O)(=O)NC(=O)NCCC.[K+].[K+].C(CCC)C=1N(C(=C(N1)SC)C(=O)[O-])CC1=CC(=C(C=C1)C1=CC=CC=C1)S(=O)(=O)NC(=O)NCCC dipotassium 2-butyl-4-(methylthio)-1-[[2-[[[(propylamino)carbonyl]amino]-sulfonyl](1,1'-biphenyl)-4-yl]methyl]-1H-imidazole-5-carboxylate